lauroyl-glutamic acid distearate C(CCCCCCCCCCCCCCCCC)(=O)O.C(CCCCCCCCCCCCCCCCC)(=O)O.C(CCCCCCCCCCC)(=O)N[C@@H](CCC(=O)O)C(=O)O